C(C)(C)(C)OC(=O)N1C[C@H](CCC1)O (S)-tert-butoxycarbonyl-3-hydroxypiperidine